tert-butyl 4-((6-((4-(2-chlorophenyl)thiazol-2-yl)carbamoyl)pyridin-3-yl)oxy)piperidine-1-carboxylate ClC1=C(C=CC=C1)C=1N=C(SC1)NC(=O)C1=CC=C(C=N1)OC1CCN(CC1)C(=O)OC(C)(C)C